FC(OC1=CC=CC=2C(N([C@H]3C=4N([C@@H](C21)C3)C3=C(N4)C=CC(=C3)C#CC3=CC=NN3C)C([2H])([2H])[2H])=O)F (7R,14R)-1-(difluoromethoxy)-6-(methyl-d3)-11-((1-methyl-1H-pyrazol-5-yl)ethynyl)-6,7-dihydro-7,14-methanobenzo[f]benzo[4,5]imidazo[1,2-a][1,4]diazocin-5(14H)-one